4-((1-Propyl-5-(4-(5-(trifluoromethyl)-1,2,4-oxadiazol-3-yl)pyridin-2-yl)-1H-pyrrolo[2,3-c]pyridin-3-yl)methyl)morpholine C(CC)N1C=C(C=2C1=CN=C(C2)C2=NC=CC(=C2)C2=NOC(=N2)C(F)(F)F)CN2CCOCC2